5-[(4S,9aR)-8-[5-(3-amino-3-methyl-azetidin-1-yl)-3-methyl-2-pyridyl]-4-methyl-3,4,6,7,9,9a-hexahydro-1H-pyrazino[1,2-a]pyrazin-2-yl]-2-deuterio-quinoline-8-carbonitrile NC1(CN(C1)C=1C=C(C(=NC1)N1C[C@@H]2N([C@H](CN(C2)C2=C3C=CC(=NC3=C(C=C2)C#N)[2H])C)CC1)C)C